CC1=CC=C(C=N1)C1=CNC2=NC=C(C=C21)C2=CC=C(CN1CC(CCC1)O)C=C2 1-(4-(3-(6-methylpyridin-3-yl)-1H-pyrrolo[2,3-b]pyridin-5-yl)benzyl)piperidin-3-ol